glycerol oxide triacrylate C(C=C)(=O)O.C(C=C)(=O)O.C(C=C)(=O)O.[OH+](CC(O)CO)[O-]